5-Bromo-3-(5-(4-(2-hydroxy-2-methylpropyl)piperazin-1-yl)pyridin-2-ylamino)-1-methylpyridin-2(1H)-one BrC=1C=C(C(N(C1)C)=O)NC1=NC=C(C=C1)N1CCN(CC1)CC(C)(C)O